N-(4-((2-((1-isopropyl-2-oxo-5-(1H-pyrazol-1-yl)-1,2-dihydropyridin-3-yl)amino)-3-methyl-3H-imidazo[4,5-b]pyridin-5-yl)oxy)pyridin-2-yl)acetamide C(C)(C)N1C(C(=CC(=C1)N1N=CC=C1)NC1=NC=2C(=NC(=CC2)OC2=CC(=NC=C2)NC(C)=O)N1C)=O